COC(C1=CC(=C(C(=C1)[N+](=O)[O-])N1[C@@H](CCCC1)C)Br)=O (R)-3-bromo-4-(2-methylpiperidin-1-yl)-5-nitrobenzoic acid methyl ester